C(C)(=O)ON=C(C)C=1C=CC=2N(C3=CC=C(C=C3C2C1)C(C1=C(C=C(C=C1)OCC1OC(OCC1)(C)C)C)=O)CC N-acetyloxy-1-[9-ethyl-6-{2-methyl-4-(3,3-dimethyl-2,4-dioxanylmethyloxy)benzoyl}-9H-carbazol-3-yl]ethane-1-imine